dimethylcarbamic acid methyl ester trifluoroacetate FC(C(=O)O)(F)F.COC(N(C)C)=O